OC[C@@H](C)NC(O[C@@H]1CC[C@H](CC1)C(N(C[C@@H]1CC[C@H](CC1)C1=NC(=C(C=C1)OC)C)C1=NC=CC(=C1)C=1N=C(OC1)C1CC1)=O)=O trans-4-((4-(2-Cyclopropyloxazol-4-yl)pyridin-2-yl)((trans-4-(5-methoxy-6-methylpyridin-2-yl)cyclohexyl)methyl)carbamoyl)cyclohexyl ((R)-1-hydroxypropan-2-yl)carbamate